ClC1=C(C=C(C=C1)NC=1N(C2=NC(=NC=C2N1)NC1CC1)C1CCNCC1)C(F)(F)F N8-(4-chloro-3-(trifluoromethyl)phenyl)-N2-cyclopropyl-9-(piperidin-4-yl)-9H-purine-2,8-diamine